CC(CCC)NC1=NN2C(C(=N1)N)=NC=C2 N2-(pentan-2-yl)imidazo[2,1-f][1,2,4]triazine-2,4-diamine